COC1=CC=C(C=C1)COC=1C=C(C=C2C=CC=NC12)B1OC(C(O1)(C)C)(C)C 8-[(4-methoxyphenyl)methoxy]-6-(4,4,5,5-tetramethyl-1,3,2-dioxaborolan-2-yl)quinoline